2-(7-benzylsulfanyl-1,2-benzoxazol-3-yl)acetic acid C(C1=CC=CC=C1)SC1=CC=CC=2C(=NOC21)CC(=O)O